CN(C1=CC=CC=C1)CC N-methyl-N-ethyl-aniline